2-amino-3-benzoyl-α-(methylthio)phenylacetamide NC1=C(C=CC=C1C(C1=CC=CC=C1)=O)C(C(=O)N)SC